2-cyclopropylpyrazolo[1,5-a]pyridine C1(CC1)C1=NN2C(C=CC=C2)=C1